4-methoxybenzyl (R)-4,4,4-trifluoro-3-hydroxybutanoate FC([C@@H](CC(=O)OCC1=CC=C(C=C1)OC)O)(F)F